3,3'-[1,4,8-triazacycloundecane-1,8-diylbis(methylene)]bis[N-(1,3-dihydroxypropan-2-yl)-2-hydroxy-5-methylbenzamide] N1(CCNCCCN(CCC1)CC=1C(=C(C(=O)NC(CO)CO)C=C(C1)C)O)CC=1C(=C(C(=O)NC(CO)CO)C=C(C1)C)O